3-chloro-5-methyl-1-((3-methyloxetan-3-yl)methyl)-4-nitro-1H-pyrazole ClC1=NN(C(=C1[N+](=O)[O-])C)CC1(COC1)C